(E)-4-(2,3,4-trichloro-6-methoxyphenyl)piperazine-2-carboxylic acid ClC1=C(C(=CC(=C1Cl)Cl)OC)N1CC(NCC1)C(=O)O